N-(1-(4-((4-Chloro-2-morpholinobenzyl)(methyl)amino)-4-methylpiperidine-1-carbonyl)-1H-pyrazol-3-yl)methanesulfonamide ClC1=CC(=C(CN(C2(CCN(CC2)C(=O)N2N=C(C=C2)NS(=O)(=O)C)C)C)C=C1)N1CCOCC1